1-(3-(7-Fluorobenzo[d][1,3]dioxol-5-yl)-6-(3-methoxypropyl)pyrazin-2-yl)piperidine-4-carboxylic acid ethyl ester C(C)OC(=O)C1CCN(CC1)C1=NC(=CN=C1C1=CC2=C(OCO2)C(=C1)F)CCCOC